7-ethyl-2,4-dimethylbenzo[b][1,8]naphthyridin-5(10H)-one C(C)C1=CC2=C(NC=3N=C(C=C(C3C2=O)C)C)C=C1